CCCCCCCCCCCCC(C)C#N Tetradecane-13-carbonitrile